ClC=1C2=C(N=C(N1)C=1C=NC=CC1)SC(=C2)C 4-chloro-6-methyl-2-(pyridin-3-yl)thieno[2,3-d]pyrimidine